COC=1C=C(C=CC1OCCCN1CCCCC1)NC1=NC=CC(=N1)NC1=CC2=CC=CC=C2C(=C1)C 2-[3-methoxy-4-(3-piperidinopropoxy)phenylamino]-4-(4-methyl-2-naphthylamino)pyrimidine